tert-butyl (2R,4S)-2-isopropyl-4-((4-nitrobenzoyl)oxy)piperidine-1-carboxylate C(C)(C)[C@@H]1N(CC[C@@H](C1)OC(C1=CC=C(C=C1)[N+](=O)[O-])=O)C(=O)OC(C)(C)C